10,10-dimethyl-9-oxo-4-(pyrazin-2-yl)-1-oxa-4-azaspiro[5.5]undec-7-ene-8-carbonitrile 2,2,2-trifluoroacetate FC(C(=O)O)(F)F.CC1(C(C(=CC2(CN(CCO2)C2=NC=CN=C2)C1)C#N)=O)C